(2r,3s)-2-(3-(4,5-dichloro-1H-benzo[d]imidazol-1-yl)propyl)piperidin-3-ol dihydrochloride Cl.Cl.ClC1=C(C=CC=2N(C=NC21)CCC[C@H]2NCCC[C@@H]2O)Cl